N-(7-methyl-9-oxo-3,10-dihydro-2H-[1,4]dioxino[2,3-h]quinolin-5-yl)-2-morpholino-5,7-dihydrofuro[3,4-b]pyridine-3-carboxamide CC1=CC(NC=2C3=C(C(=CC12)NC(=O)C=1C=C2C(=NC1N1CCOCC1)COC2)OCCO3)=O